ClC=1C(=C2C(=NC1)NC=C2C(=O)C2=NC=C(C=C2C)OC2=C(C=CC=C2)F)N[C@H]2CO[C@@H](CC2)CO (5-chloro-4-(((3R,6S)-6-(hydroxymethyl)tetrahydro-2H-pyran-3-yl)amino)-1H-pyrrolo[2,3-b]pyridin-3-yl)(5-(2-fluorophenoxy)-3-methylpyridin-2-yl)methanone